5-[7-[4-(aminomethyl)anilino]-3-methyl-imidazo[4,5-b]pyridin-5-yl]oxy-4-methyl-pyridine-2-carbonitrile formate salt C(=O)O.NCC1=CC=C(NC2=C3C(=NC(=C2)OC=2C(=CC(=NC2)C#N)C)N(C=N3)C)C=C1